N(=[N+]=[N-])CCF 1-azido-2-fluoroethane